(1R,2S,5R)-1-amino-5-(2-boronoethyl)-2-(((S)-pyrrolidine-2-carboxamido)methyl)cyclohexane-1-carboxylic acid N[C@]1([C@@H](CC[C@H](C1)CCB(O)O)CNC(=O)[C@H]1NCCC1)C(=O)O